E-β-alanine NCCC(=O)O